Aminofluoride NF